3-[6-(hydroxymethyl)-3-[4-(trifluoromethyl)anilino]pyrazin-2-yl]-4H-1,2,4-oxadiazol-5-one OCC1=CN=C(C(=N1)C1=NOC(N1)=O)NC1=CC=C(C=C1)C(F)(F)F